CC1=NN(C=C1C=1C=C2C=CN(C2=CC1)C)C1=C2C(=NC=C1)NC=C2 4-[3-Methyl-4-(1-methyl-1H-indol-5-yl)-pyrazol-1-yl]-1H-pyrrolo[2,3-b]pyridine